N1N=CC(=C1)C=1C=C(C(=O)O)C=CC1 3-(1H-pyrazol-4-yl)benzoic acid